CC1=NC(=CC(=C1)NCC1N(CCC1)C(=O)OC(C)(C)C)N1C(C2=CC(=CC=C2C1)C1(COC1)CC1=NN=CN1C)=O tert-Butyl 2-(((2-methyl-6-(6-(3-((4-methyl-4H-1,2,4-triazol-3-yl)methyl)-oxetan-3-yl)-1-oxoisoindolin-2-yl)pyridin-4-yl)amino)methyl)pyrrolidine-1-carboxylate